ClC1=CC=C(C=C1)[C@@]1(N(C(C2=CC(=CC(=C12)F)C(C)(C)O)=O)CC1=NC=C(C=C1)Cl)OC([2H])([2H])C1(CC1)C([2H])([2H])O (3R)-3-(4-Chlorophenyl)-2-[(5-chloropyridin-2-yl)methyl]-4-fluoro-3-({1-[hydroxy(2H2)methyl]cyclopropyl}(2H2)methoxy)-6-(2-hydroxypropan-2-yl)-2,3-dihydro-1H-isoindol-1-on